BrC1=CC2=C(OCCN2C(C)C)C(=C1)F 6-bromo-8-fluoro-4-isopropyl-3,4-dihydro-2H-benzo[b][1,4]oxazine